ethyl 5-iodo-1-benzothiophene-2-carboxylate IC=1C=CC2=C(C=C(S2)C(=O)OCC)C1